(S)-ethyl 3-(7-cyclopropyl-2-oxo-3-(pentan-3-yl)-5-phenyl-2,3-dihydro-1H-benzo[e][1,4]diazepin-1-yl)propanoate C1(CC1)C1=CC2=C(N(C([C@@H](N=C2C2=CC=CC=C2)C(CC)CC)=O)CCC(=O)OCC)C=C1